C(=O)O.C[C@H]1C[C@H](NCC1)CC (2R,4R)-4-methyl-2-ethyl-piperidine formate